nonadecyl 2-(3-hydroxyphenoxy)propanoate OC=1C=C(OC(C(=O)OCCCCCCCCCCCCCCCCCCC)C)C=CC1